(12Z)-20-(oleoyloxy)eicos-12-enoic acid C(CCCCCCC\C=C/CCCCCCCC)(=O)OCCCCCCC\C=C/CCCCCCCCCCC(=O)O